COC(=O)C1=CN(C2=CC(=CC=C12)C=1CCOCC1)C 6-(3,6-dihydro-2H-pyran-4-yl)-1-methyl-indole-3-carboxylic acid methyl ester